2-carbamoyl-4-((2S,3S,4R,5S)-3-(2-(difluoromethoxy)-3,4-difluorophenyl)-4,5-dimethyl-5-(trifluoromethyl)tetrahydrofuran-2-carboxamido)pyridine 1-oxide C(N)(=O)C1=[N+](C=CC(=C1)NC(=O)[C@H]1O[C@@]([C@@H]([C@H]1C1=C(C(=C(C=C1)F)F)OC(F)F)C)(C(F)(F)F)C)[O-]